[Na+].FC1=CC=C(C=C1)C1=CC(=NC=2N1N=CC2C(=O)[O-])COC 7-(4-fluorophenyl)-5-(methoxymethyl)pyrazolo[1,5-a]Pyrimidine-3-carboxylic acid sodium salt